COC(=O)[C@@H]1N(C[C@H]([C@@H]1F)OC(C1=CC=C(C=C1)[N+](=O)[O-])=O)C1(C2=CC=CC=C2C=2C=CC=CC12)C1=CC=CC=C1 (2S,3R,4R)-3-fluoro-4-(4-nitrobenzoyloxy)-1-(9-phenylfluoren-9-yl)pyrrolidine-2-carboxylic acid methyl ester